6-bromo-2-(4-(dimethoxymethyl)cyclohex-1-en-1-yl)-5-isopropoxybenzo[d]thiazole BrC1=CC2=C(N=C(S2)C2=CCC(CC2)C(OC)OC)C=C1OC(C)C